COC1=C(C=CC=C1OC)/C=C/C(=O)C=1C=CC2=C(C=CC(O2)(C)C)C1O (E)-3-(2,3-dimethoxyphenyl)-1-(5-hydroxy-2,2-dimethyl-2H-benzopyran-6-yl)prop-2-en-1-one